C1(CC1)C1=C(C=C(C(=C1)[N+](=O)[O-])OC)N1CCC2(CCN(CC2)CC2CCN(CC2)C=2C=C3C(N(C(C3=CC2)=O)C2C(NC(CC2)=O)=O)=O)CC1 5-(4-((9-(2-cyclopropyl-5-methoxy-4-nitrophenyl)-3,9-diazaspiro[5.5]undecane-3-yl)methyl)piperidin-1-yl)-2-(2,6-dioxopiperidin-3-yl)isoindole-1,3-dione